O,O-diethyl O-(2-isopropyl-6-methyl-4-pyrimidinyl)phosphorothioate CCOP(=S)(OCC)OC1=NC(=NC(=C1)C)C(C)C